C(C)N1N=NC2=C1C=CC(=C2C)[C@H](C(C(=O)OCC2=CC=CC=C2)(C)C)C=2SC(=C(N2)COCC2=CC=C(C=C2)OC)C |o1:12| (R or S)-benzyl 3-(1-ethyl-4-methyl-1H-benzo[d][1,2,3]triazol-5-yl)-3-(4-(((4-Methoxybenzyl)oxy)methyl)-5-methylthiazol-2-yl)-2,2-dimethylpropanoate